COC(=O)[C@H]1NCC1 (S)-azetidine-2-carboxylic acid methyl ester